(2S)-1-[(11Z,14Z)-icosa-11,14-dien-1-yloxy]-N,N-dimethyl-3-(pentyloxy)propan-2-amine C(CCCCCCCCC\C=C/C\C=C/CCCCC)OC[C@H](COCCCCC)N(C)C